2-{5-azaspiro[2.3]hex-5-yl}-4-methylpyrimidine-5-carboxylic acid ethyl ester C(C)OC(=O)C=1C(=NC(=NC1)N1CC2(CC2)C1)C